3-Methyltetrahydrofuran CC1COCC1